FC(C=1C(=NC=CC1)O)F 3-(Difluoromethyl)pyridin-2-ol